ClC1=C2C(=NC=3N(C2=CC=C1)C(=NN3)C)N(C)C=3C=C(C=CC3)C3=CC=C(C=C3)C3CC3 chloro-N-(4'-cyclopropyl-[1,1'-biphenyl]-3-yl)-N,1-dimethyl-[1,2,4]triazolo[4,3-a]quinazolin-5-amine